ClC1=NN(C=C1C1=NC=CC(=N1)NC=1N=CC2=C(C=CC(=C2C1)C(C)C)N1[C@@H]([C@H](C1)CS(=O)(=O)C)C)C[C@@H]1N(CC1)C N-(2-(3-chloro-1-(((R)-1-methylazetidin-2-yl)methyl)-1H-pyrazol-4-yl)pyrimidin-4-yl)-5-isopropyl-8-((2R,3S)-2-methyl-3-((methylsulfonyl)methyl)azetidin-1-yl)isoquinolin-3-amine